C1(CC1)N1C(N(C2=C(C1=O)C(=C(C(N2C)=O)C)OC=2C=C(C=CC2)CS(=O)(=O)NC)C2=C(C=C(C=C2)I)F)=O 1-(3-{[3-cyclopropyl-1-(2-fluoro-4-iodophenyl)-6,8-dimethyl-2,4,7-trioxopyrido[2,3-d]pyrimidin-5-yl]oxy}phenyl)-N-methylmethanesulfonamide